O=C1N(C=C(C1)CCC)C(C(=O)OC)CC methyl 2-[(R)-2-oxo-4-n-propylpyrrol-1-yl]-butyrate